4H-1,4-thiazin S1C=CNC=C1